ClC=1C=NC=C(C(=O)N(C)C2COCC=3NC(C=4C=C(C(=CC4C32)F)F)=O)C1 5-Chloro-N-(8,9-difluoro-6-oxo-1,4,5,6-tetrahydro-2H-pyrano[3,4-c]isoquinolin-1-yl)-N-methylnicotinamide